BrC1=NC=CC(=C1)C(C(C)C)O 1-(2-bromopyridin-4-yl)-2-methylpropan-1-ol